2-[(2,2-difluoro-ethyl)amino]-5-[5-(2-oxo-2,3-dihydro-1,3-benzoxazol-5-yl)-1,3,4-oxadiazol-2-yl]benzonitrile FC(CNC1=C(C#N)C=C(C=C1)C=1OC(=NN1)C=1C=CC2=C(NC(O2)=O)C1)F